4-acryloyl-1-(2-methylthiazol-5-yl)piperazin-2-one C(C=C)(=O)N1CC(N(CC1)C1=CN=C(S1)C)=O